COC1=CC=CC=C1/C=C/C(=O)Cl o-methoxycinnamoyl chloride